1-(2-(2-(1-cyclopropyl-1H-pyrazol-4-yl)-6-((1-methyl-1H-pyrazol-4-yl)amino)pyrimidin-4-yl)-2,7-diazaspiro[3.5]nonan-7-yl)ethan-1-one C1(CC1)N1N=CC(=C1)C1=NC(=CC(=N1)N1CC2(C1)CCN(CC2)C(C)=O)NC=2C=NN(C2)C